4-(4-cyclohexylphenoxy)benzoic acid C1(CCCCC1)C1=CC=C(OC2=CC=C(C(=O)O)C=C2)C=C1